7-(4-Fluorobenzoyl)-8-methyl-3-(3-methyl-1,2,4-thiadiazol-5-yl)-5,6,7,8-tetrahydroImidazo[1,5-a]pyrazine-1-sulfonamide FC1=CC=C(C(=O)N2C(C=3N(CC2)C(=NC3S(=O)(=O)N)C3=NC(=NS3)C)C)C=C1